C(C)(=O)NC1=C(C=CC=C1)C=1NC2=NC=CC=C2C1 (2-acetamidophenyl)-7-azaindole